2-amino-1-(2-fluorophenyl)ethanone hydrochloride Cl.NCC(=O)C1=C(C=CC=C1)F